ClC1=CC=C(C=C1)[C@H](C(=O)N1CCN(CC1)C=1C2=C(N=CN1)[C@@H](C[C@H]2C)O)CN2CCC(CC2)N(C)C (S)-2-(4-chlorophenyl)-3-(4-(dimethylamino)piperidin-1-yl)-1-(4-((5R,7R)-7-hydroxy-5-methyl-6,7-dihydro-5H-cyclopenta[d]pyrimidin-4-yl)piperazin-1-yl)propan-1-one